6-bromohexanamide BrCCCCCC(=O)N